ClC=1C=C2C[C@@H](COC2=CC1)C(=O)C1=CN(C2=CC(=CC=C12)C=1C=NNC1F)CCN(C)C (S)-(6-Chlorochroman-3-yl)-[1-[2-(dimethylamino)ethyl]-6-(5-fluoro-1H-pyrazol-4-yl)indol-3-yl]methanone